Natrium (S)-3-(5-Methoxybiphenyl-3-yl)-3-(3-(1-methyl-4-oxido-2-oxo-1,2-dihydropyridin-3-yl)ureido)propanoat COC=1C=C(C=C(C1)C1=CC=CC=C1)[C@H](CC(=O)[O-])NC(=O)NC=1C(N(C=CC1[O-])C)=O.[Na+].[Na+]